N-(1-((7-(5-Chloro-1-((4-cyanopiperidin-4-yl)methyl)-1H-indol-7-yl)thieno[3,2-b]pyridin-2-yl)methyl)-2,5-dioxopyrrolidin-3-yl)cyclopropylcarboxamide trifluoroacetate FC(C(=O)O)(F)F.ClC=1C=C2C=CN(C2=C(C1)C1=C2C(=NC=C1)C=C(S2)CN2C(C(CC2=O)NC(=O)C2CC2)=O)CC2(CCNCC2)C#N